C12(C(CC1)O)C1CNCC2CC1 3-azaspiro[bicyclo[3.2.1]octane-8,1'-cyclobutan]-2'-ol